COC(C1CCN(CC1)C1CCNCC1)OC 4-(dimethoxymethyl)-1,4'-bipiperidine